2-methoxy-1-methylethylmaleate COCC(C)/C(/C(=O)[O-])=C/C(=O)[O-]